C1NCC12CC(C2)OC2=NC1=CC(=CC=C1N=C2)OC2=C(C(=CC=C2F)NS(N(C)CC)(=O)=O)C#N 2-(2-azaspiro[3.3]heptan-6-yloxy)-7-[2-cyano-3-[[ethyl(methyl)sulfamoyl]amino]-6-fluoro-phenoxy]quinoxaline